C(C)N1N=NC2=C1C=C(C=C2)C=2C=CN1N=C(N=C(C12)OC)N[C@@H]1[C@@H](CN(CC1)C1COC1)F 5-(1-Ethyl-1H-benzo[d][1,2,3]triazol-6-yl)-N-((3R,4S)-3-fluoro-1-(oxetan-3-yl)piperidin-4-yl)-4-methoxypyrrolo[2,1-f][1,2,4]triazin-2-amine